1H-pyrrolo[3,2-b]pyridine-2-carboxylic acid N1C(=CC2=NC=CC=C21)C(=O)O